(R)-1-(1-(3-Chloro-4-methoxybenzyl)-1H-benzo[d]imidazol-2-yl)piperidin-3-amin ClC=1C=C(CN2C(=NC3=C2C=CC=C3)N3C[C@@H](CCC3)N)C=CC1OC